OCCC(CCO)S(=O)(=O)C1CCN(CC1)C(=O)C1=CC=2C(C3=CC=CC=C3C(C2C=C1)=O)=O 2-(4-((1,5-dihydroxypentan-3-yl)sulfonyl)piperidine-1-carbonyl)anthracene-9,10-dione